ClC1=CC=C2C(=NN(C2=C1)C1=CC(=CC(=C1)F)F)C(C)N1N=C(C=2C1=NC=NC2N)C 1-(1-(6-chloro-1-(3,5-difluorophenyl)-1H-indazol-3-yl)ethyl)-3-methyl-1H-pyrazolo[3,4-d]pyrimidin-4-amine